FC(=C(C(=O)OCCCCCCCC)C(F)(F)F)F octyl perfluoro-methacrylate